O1C2=C(OC[C@H]1C=1NCCN1)C=C(C(=C2)[2H])[2H] (R)-2-(2,3-dihydrobenzo[b][1,4]dioxin-2-yl-6,7-d2)-4,5-dihydro-1H-imidazole